7-fluoroquinazoline-2,4(1H,3H)-dione FC1=CC=C2C(NC(NC2=C1)=O)=O